N-[(4S)-chroman-4-yl]-8-(3,5-dichlorophenyl)-5-methoxy-4-(dimethylamino)-1,6-naphthyridine-3-carboxamide O1CC[C@@H](C2=CC=CC=C12)NC(=O)C=1C=NC2=C(C=NC(=C2C1N(C)C)OC)C1=CC(=CC(=C1)Cl)Cl